p-Aminophenol Monohydrochlorid Cl.NC1=CC=C(C=C1)O